CC1=CC=2N(C=C1)C1=C(N2)C=2C=CC=CC2C(=C1)C=1SC=CC1 10-methyl-5-(thiophene-2-yl)naphtho[1',2':4,5]imidazo[1,2-a]pyridine